2-CHLORO-3-FORMYL-N,N-DIMETHYL-1H-INDOLE-5-SULFONAMIDE CN(C)S(=O)(=O)C1=CC2=C(C=C1)NC(=C2C=O)Cl